(E)-3-(2-(4-(1H-benzo[d][1,2,3]triazole-5-carbonyl)piperazin-1-yl)phenyl)-N-hydroxyacrylamide N1N=NC2=C1C=CC(=C2)C(=O)N2CCN(CC2)C2=C(C=CC=C2)/C=C/C(=O)NO